4-fluoro-N-methyl-6-(2-methylpyrazolo[1,5-a]pyrimidin-5-yl)-N-(piperidin-4-yl)-1,3-benzothiazol-2-amine hydrochloride Cl.FC1=CC(=CC2=C1N=C(S2)N(C2CCNCC2)C)C2=NC=1N(C=C2)N=C(C1)C